methyl N-[4-[6-[(4-chlorophenyl)-methyl-carbamoyl]-8-fluoro-imidazo[1,2-a]pyridin-3-yl]phenyl]carbamate ClC1=CC=C(C=C1)N(C(=O)C=1C=C(C=2N(C1)C(=CN2)C2=CC=C(C=C2)NC(OC)=O)F)C